ClC=1C=C2C(C(N(C2=CC1)CCN(CC)CC)=O)=O 5-chloro-1-(2-diethylaminoethyl)-indoline-2,3-dione